(Z)-2-(1-fluoro-2-(2-methyl-3-(4,4,5,5-tetramethyl-1,3,2-dioxaborolan-2-yl)phenyl)vinyl)-5-isopropyl-1-methyl-4,5,6,7-tetrahydro-1H-imidazo[4,5-c]pyridine F\C(=C/C1=C(C(=CC=C1)B1OC(C(O1)(C)C)(C)C)C)\C=1N(C2=C(CN(CC2)C(C)C)N1)C